(2S)-4-(cyanomethyl)-2-methylpyrrolidine-1-carboxylic acid tert-butyl ester C(C)(C)(C)OC(=O)N1[C@H](CC(C1)CC#N)C